C(C)(C)C1=CC=C(C=C1)C=1N=C2N(C=CC=N2)C1CN1C2CN(C(C1)CC2)C(=O)OC(C)(C)C racemic-tert.-butyl 5-{[2-(4-isopropylphenyl)imidazo[1,2-a]pyrimidin-3-yl]methyl}-2,5-diazabicyclo[2.2.2]octane-2-carboxylate